1-{[3-(benzylsulfanyl)-6-chloro-2-fluorophenyl]methyl}piperidine C(C1=CC=CC=C1)SC=1C(=C(C(=CC1)Cl)CN1CCCCC1)F